[Si](C)(C)(C(C)(C)C)OC1(CC1)CO 1-((Tert-Butyldimethylsilyloxy)cyclopropyl)methanol